6-(2,7-dimethyl-2H-indazol-5-yl)-2-(piperidin-4-yl)[1,3]thiazolo[4,5-c]pyridine CN1N=C2C(=CC(=CC2=C1)C1=CC2=C(C=N1)N=C(S2)C2CCNCC2)C